[5-cyclopropyl-2-ethoxy-6-(4-fluorophenyl)-3-pyridyl]methanol C1(CC1)C=1C=C(C(=NC1C1=CC=C(C=C1)F)OCC)CO